C(#N)C=1C=C(C=CC1)C[C@@H](C(=O)OC)NS(=O)(=O)C1=CC=C(C=C1)C Methyl (S)-3-(3-cyanophenyl)-2-((4-methylphenyl)sulfonamido)propanoate